PYRIMIDO[5,4-E]PYRIMIDINE N1=CN=CC2=C1N=CN=C2